Isoprenylmethacrylate C(=CC(C)=C)OC(C(=C)C)=O